BrC1=C(N=C(S1)NC(C1=CC=C(C=C1)S(N(C)C)(=O)=O)=O)C1=NC=CC=C1 N-(5-bromo-4-(pyridin-2-yl)thiazol-2-yl)-4-(N,N-dimethylsulfamoyl)benzamide